NC1=NC=NN2C1=C(N=C2C2CCOCC2)C2=C(C=C(CC=1C(=C(C(=O)N)C=C(C1)F)OC)C=C2F)OCC (4-(4-amino-7-(tetrahydro-2H-pyran-4-yl)imidazo[5,1-f][1,2,4]triazin-5-yl)-3-ethoxy-5-fluorobenzyl)-5-fluoro-2-methoxybenzamide